NC1CN(CC1)N1C(=NC=2C1=C1C(=NC2)NC=C1)C(C)O 1-(1-(3-aminopyrrolidin-1-yl)-1,6-dihydroimidazo[4,5-d]pyrrolo[2,3-b]pyridin-2-yl)ethanol